COC(C(CC(C=C)C)C)=O 2,4-dimethyl-5-hexenoic acid methyl ester